(Z)-2-(1-(3-bromo-4-hydroxy-5-methoxybenzylidene)-5-methoxy-2-methyl-1H-inden-3-yl)acetic acid BrC=1C=C(\C=C/2\C(=C(C3=CC(=CC=C23)OC)CC(=O)O)C)C=C(C1O)OC